2-(1-(4-amino-3-(4-methoxyphenyl)-1H-pyrazolo[3,4-d]pyrimidin-1-yl)ethyl)-3-cyclopentyl-5-fluoroquinazolin-4(3H)-one NC1=C2C(=NC=N1)N(N=C2C2=CC=C(C=C2)OC)C(C)C2=NC1=CC=CC(=C1C(N2C2CCCC2)=O)F